BrC=1SC(=C2N=CC=CC21)C(=O)NC2C(NC(CC2)=O)=O 5-bromo-N-(2,6-dioxopiperidin-3-yl)thieno[3,4-b]pyridine-7-carboxamide